C(C)C12OCC(CO1)(CO2)CO 1-ethyl-4-hydroxymethyl-2,6,7-trioxabicyclo[2.2.2]octane